(1R,2S)-2-(4-chloro-3-{[2,6-dimethyl-4-(2-phenylethoxy)benzoyl]amino}phenyl)cyclopropanecarboxylic acid ClC1=C(C=C(C=C1)[C@@H]1[C@@H](C1)C(=O)O)NC(C1=C(C=C(C=C1C)OCCC1=CC=CC=C1)C)=O